(3R)-1-(2-((2,2'-dichloro-3'-(6-fluoro-5-(((R)-3-hydroxypyrrolidin-1-yl)methyl)picolinamido)-[1,1'-biphenyl]-3-yl)carbamoyl)-4,5,6,7-tetrahydropyrazolo[1,5-a]pyridin-4-yl)pyrrolidine ClC1=C(C=CC=C1NC(=O)C1=NN2C(C(CCC2)N2CCCC2)=C1)C1=C(C(=CC=C1)NC(C1=NC(=C(C=C1)CN1C[C@@H](CC1)O)F)=O)Cl